C(C1=CC=CC=C1)OC(=O)N1C[C@H](C([C@H](C1)C)F)C.OCC1CCN(CC1)C1=NC=CC(=C1)C=1C=NC(=CC1)NC(C=CC1=CC=CC=C1)=O N-(2'-(4-(hydroxymethyl)piperidin-1-yl)-[3,4'-bipyridyl]-6-yl)cinnamamide (3R,4S,5S)-benzyl-4-fluoro-3,5-dimethylpiperidine-1-carboxylate